ethyl-(propan-2-yl)amine C(C)NC(C)C